ClC1=CC(=CC=2CN(CCOC21)CC=2C=NC(=NC2)C(=O)O)N2C=CC1=C(C(=CC=C21)F)F 5-((9-chloro-7-(4,5-difluoro-1H-indol-1-yl)-2,3-dihydrobenzo[f][1,4]oxazepin-4(5H)-yl)methyl)pyrimidine-2-carboxylic acid